Trans-4-(3-(but-2-ynamido)cyclohexyl)-5,6-difluoro-2,3-dimethyl-1H-indole-7-carboxamide C(C#CC)(=O)N[C@@H]1C[C@H](CCC1)C1=C2C(=C(NC2=C(C(=C1F)F)C(=O)N)C)C